N-(3,5-dimethoxyphenethyl)-6-(4-methoxyphenyl)pyrazine-2-carboxamide COC=1C=C(CCNC(=O)C2=NC(=CN=C2)C2=CC=C(C=C2)OC)C=C(C1)OC